C(C)(C)(C)C=1C=C(CP(O)(O)=O)C=C(C1O)C(C)(C)C 3,5-di-t-butyl-4-hydroxybenzylphosphonic acid